CC1(OCC(CO1)CN)C (2,2-dimethyl-1,3-dioxan-5-yl)methylamine